O1C=NC=C1COC(=O)NC1=CC=C(CC2C3CN(CC2C3)C(=O)OC)C=C1 methyl 6-(4-(((oxazol-5-ylmethoxy)carbonyl)amino)benzyl)-3-azabicyclo[3.1.1]heptane-3-carboxylate